phenyl (R)-3-(2-cyano-2-methylazetidine-1-carbonyl)-8-methoxy-1-(2,2,2-trifluoroethyl)-5,6-dihydropyrrolo[2,1-a]isoquinoline-9-carboxylate C(#N)[C@@]1(N(CC1)C(=O)C1=CC(=C2N1CCC1=CC(=C(C=C21)C(=O)OC2=CC=CC=C2)OC)CC(F)(F)F)C